(R)-2-(3-((tert-Butoxycarbonyl) amino) butyl)-5-fluorobenzyl methanesulfonate CS(=O)(=O)OCC1=C(C=CC(=C1)F)CC[C@@H](C)NC(=O)OC(C)(C)C